FC(C(=O)NC=1C=C(C=CC1)C1=CC=C2C=NC(=NC2=C1)C(=O)N)=C 7-[3-(2-fluoroprop-2-enamido)phenyl]quinazoline-2-carboxamide